5-cyclopentyloxy-methyloxycarbonyl-bicyclo[2.2.1]Hept-2-ene C1(CCCC1)OC1C2C=CC(C1)(C2)C(=O)OC